methanesulfonyl benzoate C(C1=CC=CC=C1)(=O)OS(=O)(=O)C